2-[2-(4-isopropylpiperazino)pyridin-5-yl]-5-methyl-N4-(2-oxo-2,3-dihydro-1,3-benzooxazol-5-yl)-2,4-pyrimidinediamine C(C)(C)N1CCN(CC1)C1=NC=C(C=C1)C1(NC=C(C(=N1)NC=1C=CC2=C(NC(O2)=O)C1)C)N